CC=1C=CC=2N(C1)N=C(N2)C2=C1C=C(N=CC1=C(N=C2)NC)NC(=O)C2CC2 N-(5-(6-methyl-[1,2,4]triazolo[1,5-a]pyridin-2-yl)-8-(methylamino)-2,7-naphthyridin-3-yl)cyclopropanecarboxamide